bis(12-hydroxystearic acid)-calcium salt [Ca+2].OC(CCCCCCCCCCC(=O)[O-])CCCCCC.OC(CCCCCCCCCCC(=O)[O-])CCCCCC